triethylene glycol bis(3-t-butyl-4-hydroxy-5-methylphenyl)propionate CC1=CC(=CC(=C1O)C(C)(C)C)C(C)(C2=CC(=C(C(=C2)C)O)C(C)(C)C)C(=O)OCCOCCOCCO